6-hydroxy-1,3-benzoxathiol-2-one OC1=CC2=C(SC(O2)=O)C=C1